2-[(4-{[3-(4-{[(3S,4R)-3-fluoro-1-methylpiperidin-4-yl]amino}-1-(2,2,2-trifluoroethyl)-1H-indol-2-yl)prop-2-yn-1-yl]amino}-3-methoxyphenyl)formamido]propyl 2-methylpropanoate CC(C(=O)OCC(C)NC(=O)C1=CC(=C(C=C1)NCC#CC=1N(C2=CC=CC(=C2C1)N[C@H]1[C@H](CN(CC1)C)F)CC(F)(F)F)OC)C